1-(7-bromo-6-nitro-3,4-dihydroisoquinolin-2(1H)-yl)-2,2,2-trifluoroethan-1-one BrC1=C(C=C2CCN(CC2=C1)C(C(F)(F)F)=O)[N+](=O)[O-]